NCCS(=O)(=O)O.C(CCCCCCCCCCC)(=O)N(CCC(=O)O)C lauroyl-methyl-beta-alanine taurate